CS(=O)(=O)OCC=1C=NN(C(C1)=O)CC1=CC=C(C=C1)OC {1-[(4-methoxyphenyl)methyl]-6-oxopyridazin-4-yl}methyl methanesulfonate